(R)-[3-chloro-2-hydroxypropyl]-2-(trifluoromethyl)-5-nitroimidazole ClC[C@@H](CC=1N=C(NC1[N+](=O)[O-])C(F)(F)F)O